(S)-tert-butyl 4-(4-(9-chloro-3-ethyl-10-oxo-10H-chromeno[3,2-b]pyridin-4-yl)phenyl)-2-methylpiperazine-1-carboxylate ClC=1C=2C(C3=NC=C(C(=C3OC2C=CC1)C1=CC=C(C=C1)N1C[C@@H](N(CC1)C(=O)OC(C)(C)C)C)CC)=O